7-(4-fluorophenyl)-2-((3-fluoropyridin-2-yl)methyl)-8-(imidazo[1,2-a]pyridin-6-yl)-[1,2,4]triazolo[1,5-c]pyrimidin-5-amine FC1=CC=C(C=C1)C1=C(C=2N(C(=N1)N)N=C(N2)CC2=NC=CC=C2F)C=2C=CC=1N(C2)C=CN1